1-(6-((1-(4-(Difluoromethyl)phenyl)-4-methyl-1H-1,2,3-triazol-5-yl)methoxy)pyridazine-3-yl)azetidin-2-one FC(C1=CC=C(C=C1)N1N=NC(=C1COC1=CC=C(N=N1)N1C(CC1)=O)C)F